C1CCOC(C1)OCCCC=O 4-TETRAHYDROPYRANYLOXY-BUTANAL